(S)-N-(6-(1-cyanospiro[2.2]pentan-1-yl)isoquinolin-3-yl)-2-(pyridin-3-yl)acetamide C(#N)[C@]1(CC12CC2)C=2C=C1C=C(N=CC1=CC2)NC(CC=2C=NC=CC2)=O